COC1=C(C(=CC=C1)OC)C1=CC=C2C=3C=C(C(=CC3C(C2=C1)=O)OC)N1C=NC(=C1)C 7-(2,6-Dimethoxyphenyl)-2-methoxy-3-(4-methyl-1H-imidazol-1-yl)-9H-fluoren-9-one